C1([C@H](O)[C@@H](O)[C@H](O)[C@H](O1)CO)O[C@H]1[C@@H]([C@H]([C@@H](O)O[C@@H]1CO)O)O glucopyranosyl-(1→4)-α-D-glucopyranose